O-[(dicyanomethylidene)-amino]-1,1,3,3-tetramethyluronium hexafluorophosphate F[P-](F)(F)(F)(F)F.C(#N)C(C#N)=NOC(=[N+](C)C)N(C)C